2-(CYCLOHEXYL)PYRIMIDINE-5-BORONIC ACID C1(CCCCC1)C1=NC=C(C=N1)B(O)O